ethyl (Z)-3-((3-(2-cyclopropylethyl)-2-methyl-7-(methylthio)-1,1-dioxido-5-phenyl-2,3,4,5-tetrahydrobenzo[f][1,2,5]thiadiazepin-8-yl)oxy)-2-fluoroacrylate C1(CC1)CCC1N(S(C2=C(N(C1)C1=CC=CC=C1)C=C(C(=C2)O\C=C(\C(=O)OCC)/F)SC)(=O)=O)C